C(C)OC1=NC=CC=C1C=1C=C(C2=C(N1)N(N=C2C(C)C)C)NCC=2C=NC(=CC2)OC 6-(2-ethoxy-3-pyridinyl)-3-isopropyl-N-[(6-methoxy-3-pyridinyl)methyl]-1-methyl-pyrazolo[3,4-b]pyridin-4-amine